5-chloro-4-(cyclopentylmethoxy)-2-fluoro-N-((4-((1-isopropylazetidin-3-yl)oxy)piperidin-1-yl)sulfonyl)benzamide ClC=1C(=CC(=C(C(=O)NS(=O)(=O)N2CCC(CC2)OC2CN(C2)C(C)C)C1)F)OCC1CCCC1